ClC=1C=C(C(=O)N[C@@H](C)C2=NC=NN2C2=NC=C(C=C2)N=S(=O)(C)C)C=C(C1)OCC(F)(F)F (S)-3-chloro-N-(1-(1-(5-((dimethyl(oxo)-λ6-sulfaneylidene)amino)pyridin-2-yl)-1H-1,2,4-triazol-5-yl)ethyl)-5-(2,2,2-trifluoroethoxy)benzamide